1-N'-(2-cyclopropyl-4-fluorophenyl)-1-N-[3-fluoro-4-[7-methoxy-6-(methylcarbamoyl)quinolin-4-yl]oxyphenyl]cyclopropane-1,1-dicarboxamide C1(CC1)C1=C(C=CC(=C1)F)NC(=O)C1(CC1)C(=O)NC1=CC(=C(C=C1)OC1=CC=NC2=CC(=C(C=C12)C(NC)=O)OC)F